C1(CCC1)OCC1=C(C=CC=C1)C=1C(=CC=CC1)S(=O)(=O)N(COC)C1=NOC(=C1C)C 2'-(cyclobutoxymethyl)-N-(4,5-dimethylisoxazol-3-yl)-N-(methoxymethyl)-[1,1'-biphenyl]-2-sulfonamide